ClC1=NC=C(C(=C1)N1C[C@@H](CCC1)C(F)F)I 2-chloro-5-iodo-4-[(3R)-3-(difluoromethyl)-1-piperidyl]pyridine